[N+](=O)([O-])C1=CN=C(S1)NC(=O)C=1C(=CC=CC1)C1=CC=CC=C1 N-(5-nitrothiazol-2-yl)-[1,1'-biphenyl]-2-carboxamide